C(C)(C)(C)OC(=O)C=1N(C=CC1S(NC(C)(C)C)(=O)=O)C1=CC=C(C=C1)OC 3-(tert-Butylsulfamoyl)-1-(4-methoxyphenyl)pyrrole-2-carboxylic acid tert-butyl ester